N(=[N+]=[N-])C[C@H]1N(CCC1)C(=O)OC(C)(C)C (S)-2-(azidomethyl)-1-Boc-pyrrolidine